N-(2-Aminoethyl)-4-(4-(hydroxymethyl)-2-methoxy-5-nitrosophenoxy)butanamid NCCNC(CCCOC1=C(C=C(C(=C1)N=O)CO)OC)=O